FC(S(=O)(=O)OC=1C=C2N(N1)CC[C@]21CN(CC1)C(NCC)=O)(F)F (3R)-1-(ethylcarbamoyl)-5',6'-dihydrospiro[pyrrolidine-3,4'-pyrrolo[1,2-b]pyrazol]-2'-yl trifluoromethanesulfonate